3-chloro-N'-(2-chloroacetyl)pyrazine-2-carbohydrazide ClC=1C(=NC=CN1)C(=O)NNC(CCl)=O